2-(3,9-diaza-bicyclo[3.3.1]nonan-9-yl)-5-(7-chloro-benzo[d]thiazol-6-yl)-3-methyl-3,7-dihydro-4H-pyrrolo[2,3-d]pyrimidin-4-one C12CNCC(CCC1)N2C=2N(C(C1=C(N2)NC=C1C1=C(C2=C(N=CS2)C=C1)Cl)=O)C